[C@H]12CN(C[C@H](CC1)N2)C=2C=CC(=C(C(=O)N[C@H](C)C1=CC(=CC(=C1)C=1C=NN(C1)C)OC)C2)C 5-[(1R,5S)-3,8-diazabicyclo[3.2.1]octan-3-yl]-N-[(1R)-1-[3-methoxy-5-(1-methyl-1H-pyrazol-4-yl)phenyl]ethyl]-2-methylbenzamide